2'-O-(1-hexyl-4-methylene-1,2,3-triazolyl)-adenosine C(CCCCC)N1N=NC(C1O[C@H]1[C@@H](O[C@@H]([C@H]1O)CO)N1C=NC=2C(N)=NC=NC12)=C